C(#N)C=1C=C(C=CC1)N1N=CC(=C1C1CC1)C(=O)OCC ethyl 1-(3-cyanophenyl)-5-cyclopropyl-1H-pyrazole-4-carboxylate